BrC1=CC(=NC=C1)OC1=NC(=NC=C1C1=NN(C=C1)C)Cl 4-((4-Bromopyridin-2-yl)oxy)-2-chloro-5-(1-methyl-1H-pyrazol-3-yl)pyrimidine